(3-methyl-1,2-thiazol-4-yl)carbamic acid tert-butyl ester C(C)(C)(C)OC(NC=1C(=NSC1)C)=O